BrC=1C=C(C(=NC1)SC(F)(F)F)C(=O)O 5-bromo-2-(trifluoromethylsulfanyl)pyridine-3-carboxylic acid